CN(S(=O)(=O)C=1C=C(OC[C@H](CNC2COC3(C2)CCN(CC3)S(=O)(=O)C=3C=C(C=CC3)C3=CC=C(C=C3)S(=O)(=O)N)O)C=CC1)C 3'-(3-((S)-3-(3-(N,N-dimethylsulfamoyl)phenoxy)-2-hydroxypropylamino)-1-oxa-8-azaspiro[4.5]decan-8-ylsulfonyl)biphenyl-4-sulfonamide